N-(2-(4-((2S,6R)-2,6-dimethylmorpholino)piperidine-1-yl)-4-methoxy-5-((6-((R)-3-(2,3,4-trifluorophenyl)isoxazolidine-2-yl)pyrimidine-4-yl)amino)phenyl)acrylamide C[C@@H]1O[C@@H](CN(C1)C1CCN(CC1)C1=C(C=C(C(=C1)OC)NC1=NC=NC(=C1)N1OCC[C@@H]1C1=C(C(=C(C=C1)F)F)F)NC(C=C)=O)C